COC=1C=C2CCN(CC2=CC1NC1=NC=C(C(=N1)NCC=1SC=CN1)C(=O)N)C 2-[(6-methoxy-2-methyl-1,2,3,4-tetrahydroisoquinolin-7-yl)amino]-4-{[(1,3-thiazol-2-yl)methyl]amino}pyrimidine-5-carboxamide